ClC=1C(=C(C=CC1F)[C@H](NC(=O)N1[C@@H](C(NCC1)=O)C)C=1C=NN(C1)C1=CC=C(C=C1)F)F |o1:8| (2R)-N-((R or S)-(3-chloro-2,4-difluoro-phenyl)(1-(4-fluoro-phenyl)-1H-pyrazol-4-yl)methyl)-2-methyl-3-oxopiperazine-1-carboxamide